9-hydroxy-5H-indeno[1,2-b]pyridin-5-one OC=1C=CC=C2C(C=3C(=NC=CC3)C12)=O